tert-butyl ((6-(3-methyl-4-oxo-3,4-dihydrophthalazin-1-yl)-3,4-dihydroisoquinolin-2(1H)yl)sulfonyl)carbamate CN1N=C(C2=CC=CC=C2C1=O)C=1C=C2CCN(CC2=CC1)S(=O)(=O)NC(OC(C)(C)C)=O